N-acetyl-L-alanyl-prolyl-phenylnitroaniline C(C)(=O)N[C@@H](C)C(=O)N1[C@@H](CCC1)C(=O)C1=C(N([N+](=O)[O-])C2=CC=CC=C2)C=CC=C1